2-(azetidin-3-yl)-4,5-dichlorophenol N1CC(C1)C1=C(C=C(C(=C1)Cl)Cl)O